8-[(2s,5r)-4-[(4-chlorophenyl)(4-methylphenyl)methyl]-2,5-dimethylpiperazin-1-yl]-5-methyl-6-oxo-5,6-dihydro-1,5-naphthyridine-2-carbonitrile ClC1=CC=C(C=C1)C(N1C[C@@H](N(C[C@H]1C)C1=CC(N(C=2C=CC(=NC12)C#N)C)=O)C)C1=CC=C(C=C1)C